FC1=C(N=CC2=C1N=C(N=C2)OCC21CCCN1CCC2)C2=CC=CC1=CC=C(C=C21)F 8-fluoro-7-(7-fluoronaphthalen-1-yl)-2-((hexahydro-1H-pyrrolizin-7a-yl)methoxy)pyrido[4,3-d]pyrimidine